O1C2=C(NCC1)C=CC(=C2)CC2=CC=C(C=O)C=C2 4-((3,4-dihydro-2H-benzo[b][1,4]oxazin-7-yl)methyl)benzaldehyde